trans-tert-butyl 3-(3-([1,1'-biphenyl]-3-yl)-1-methyl-1H-pyrazol-5-yl)-4-methylpyrrolidine-1-carboxylate C1(=CC(=CC=C1)C1=NN(C(=C1)[C@@H]1CN(C[C@H]1C)C(=O)OC(C)(C)C)C)C1=CC=CC=C1